(2-ethylsulfonylphenyl)-[4-[6-(trifluoromethyl)-1,3-benzothiazol-2-yl]piperazin-1-yl]methanone C(C)S(=O)(=O)C1=C(C=CC=C1)C(=O)N1CCN(CC1)C=1SC2=C(N1)C=CC(=C2)C(F)(F)F